C1(=CC=CC=2C3=CC=CC=C3CC12)C=CC fluorenylpropene